(R)-3-((8-chloroquinolin-4-yl)amino)pyrrolidine-1-carboxylic acid tert-butyl ester C(C)(C)(C)OC(=O)N1C[C@@H](CC1)NC1=CC=NC2=C(C=CC=C12)Cl